ClC1=NC(=CC(=C1)C1=C(C=C(C#N)C=C1)C=1N(C=CN1)C)C1CC1 4-(2-chloro-6-cyclopropylpyridin-4-yl)-3-(1-methylimidazol-2-yl)benzonitrile